ethyl (R)-7-isopropyl-2-methyl-11-oxo-3-(2,2,2-trifluoroethoxy)-6,7-dihydro-11H-benzo[f]pyrido[1,2-d][1,4]oxazepine-10-carboxylate C(C)(C)[C@@H]1COC2=C(C=3N1C=C(C(C3)=O)C(=O)OCC)C=C(C(=C2)OCC(F)(F)F)C